C(#N)C=1C=C(C=C(C1)C(F)(F)F)NC(=O)C1=CSC=2CN(CCC21)C(=O)C2=CN=C1N2C=CC=C1 N-(3-cyano-5-(trifluoromethyl)phenyl)-6-(imidazo[1,2-a]pyridine-3-carbonyl)-4,5,6,7-tetrahydrothieno[2,3-c]pyridine-3-carboxamide